water cobalt copper [Cu].[Co].O